2-[(E)-[4-[1-[4-(1,1,2,2,2-pentafluoroethoxy)phenyl]-1,2,4-triazol-3-yl]phenyl]methylene-hydrazono]thiazolidin-4-one FC(C(F)(F)F)(OC1=CC=C(C=C1)N1N=C(N=C1)C1=CC=C(C=C1)C=N\N=C/1\SCC(N1)=O)F